(R)-tert-butyl 4-(4-hydroxy-2-(3-(2-(methoxymethoxy)phenyl)-5-methyl-7,8-dihydro-5H-pyrido[3',4':4,5]pyrrolo[2,3-c]pyridazin-6(9H)-yl)pyrimidin-5-yl)piperidine-1-carboxylate OC1=NC(=NC=C1C1CCN(CC1)C(=O)OC(C)(C)C)N1[C@@H](C2=C(NC=3N=NC(=CC32)C3=C(C=CC=C3)OCOC)CC1)C